2-bromo-2-(4-fluoro-2-methoxyphenyl)-1-(5-methyl-1H-indol-3-yl)ethanone BrC(C(=O)C1=CNC2=CC=C(C=C12)C)C1=C(C=C(C=C1)F)OC